1-adamantyl-ethanol C12(CC3CC(CC(C1)C3)C2)C(C)O